tert-butyl ((R)-3-methoxy-1-oxo-1-(((R)-3-phenoxy-1-(4,4,5,5-tetramethyl-1,3,2-dioxaborolan-2-yl)propyl)amino)propan-2-yl)carbamate COC[C@H](C(N[C@@H](CCOC1=CC=CC=C1)B1OC(C(O1)(C)C)(C)C)=O)NC(OC(C)(C)C)=O